4-(n-butyl)-4-aza-pentacyclo[9.2.1.11,7.02,6.08,13]-10-pentadecene-3,5-dione C(CCC)N1C(C2C34C5CC(=CCC5C(C2C1=O)C4)C3)=O